ClC=1C=C(C=C(C1)C1=NC(=NO1)C(=O)NC)C 5-chloro-3-methylphenyl-N-methyl-1,2,4-oxadiazole-3-carboxamide